FC(C(=O)O)(F)F.IC1=CC=CC=2C=3C(CN(C3C=CC21)C(N)=N)C 6-iodo-1-methyl-1,2-dihydro-3H-benzo[e]Indole-3-carboximidamide 2,2,2-trifluoroacetate salt